NC1=C(C=CC(=C1)O)O 2-amino-4-hydroxyphenol